O=C1C(=CC(C2=C(C=CC=C12)S(N)(=O)=O)=O)NC1=C(C=CC=C1)N1CCN(CC1)C(=O)OC(C)(C)C Tert-butyl (4-(2-((1,4-dioxo-5-sulfamoyl-1,4-dihydronaphthalen-2-yl) amino) phenyl) piperazine-1-carboxylate)